(2,4-dinitrophenylazo)phenol [N+](=O)([O-])C1=C(C=CC(=C1)[N+](=O)[O-])N=NC1=C(C=CC=C1)O